(R)-N-(3-(1-((2-amino-5-chloropyridin-3-yl)oxy)ethyl)phenyl)-6-methylpicolinamide NC1=NC=C(C=C1O[C@H](C)C=1C=C(C=CC1)NC(C1=NC(=CC=C1)C)=O)Cl